C(CCCCCCCCCCC)(=O)OCCCCCCC(C)C isononyl laurate